(E)-3-(6-chloro-2-pyridyl)prop-2-en-1-ol ClC1=CC=CC(=N1)/C=C/CO